N1C=C(C=2C1=CN=CC2)C=2CCN(CC2)C(=O)OC(C)(C)C tert-Butyl 4-(1H-pyrrolo[2,3-c]pyridin-3-yl)-3,6-dihydropyridine-1(2H)-carboxylate